NC1=CC=C(C=C1)C(CC1=CC=C(C=C1)N)=O 1,2-bis(4-aminophenyl)ethanone